11-undecyl acrylate C(C=C)(=O)OCCCCCCCCCCC